NC=1C=CC=2NC3=CC=C(C=C3C2C1)N 3,6-Diaminocarbazole